5-cyclohexadecen C1CCCC=CCCCCCCCCCC1